C(CCOCCOCCOCCOCCOCCOCC#C)(=O)ON1C(CCC1=O)=O 2,5-dioxopyrrolidin-1-yl 4,7,10,13,16,19-hexaoxadocos-21-ynoate